4-(2,6-Difluorophenyl)piperidine hydrochloride Cl.FC1=C(C(=CC=C1)F)C1CCNCC1